ClC=1C(N(C(=CC1OCC1=NC=C(C=C1F)F)C)C1=CC(=NC=C1C)C1=NC(=NC=C1)C(C)(O)C1CC1)=O 3-chloro-2'-[2-(1-cyclopropyl-1-hydroxyethyl)pyrimidin-4-yl]-4-[(3,5-difluoropyridin-2-yl)methoxy]-5',6-dimethyl-[1,4'-bipyridin]-2-one